FC1=CC=C(C=C1)[C@@]1([C@H](CCCC1)CC1=NC=CC=C1)O (1R,2R)-1-(4-fluorophenyl)-2-(pyridin-2-ylmethyl)cyclohexanol